7-(2-Fluorobenzyl)-3-(3-methyl-2-thienyl)-1-oxa-2,7-diazaspiro[4.4]non-2-en-6-one FC1=C(CN2C(C3(CC(=NO3)C=3SC=CC3C)CC2)=O)C=CC=C1